S(N)([O-])(=O)=O.[Ni+2].O.S(N)([O-])(=O)=O water Nickel sulfamate